C1(=CC=CC=C1)C1=CC=C(C2=CC=CC=C12)C1=CC=C2C(=NC=NC2=C1)OB(O)O (7-(4-phenylnaphthalen-1-yl)quinazolin-4-yl)boric acid